decyltetradecylmyristoylmethyl alaninate N[C@@H](C)C(=O)OC(C(CCCCCCCCCCCCC)=O)(CCCCCCCCCCCCCC)CCCCCCCCCC